3-methyl-4-((4'-(4-propylcyclohexyl)-[1,1'-biphenyl]-4-yl)ethynyl)aniline CC=1C=C(N)C=CC1C#CC1=CC=C(C=C1)C1=CC=C(C=C1)C1CCC(CC1)CCC